C1=CC=CC=2NC=3C=C4C(=CC3C(C12)=O)NC1=CC=CC=C1C4=O 5,12-dihydroquinolino[2,3-b]acridine-7,14-dione